2-fluoro-5-methoxy-4-((4-((2'-methyl-3'-oxospiro[cyclopropane-1,1'-isoindolin]-4'-yl)oxy)-5-(trifluoromethyl)pyrimidin-2-yl)amino)-N-(7-methyl-7-azaspiro[3.5]nonan-2-yl)benzamide FC1=C(C(=O)NC2CC3(C2)CCN(CC3)C)C=C(C(=C1)NC1=NC=C(C(=N1)OC1=C3C(N(C2(C3=CC=C1)CC2)C)=O)C(F)(F)F)OC